O(C1=CC=CC=C1)C1=CC=C(C=C1)C1=NN(C2=NC=NC(=C21)N)C2CCC1(CNC1)CC2 3-(4-phenoxyphenyl)-1-(2-azaspiro[3.5]nonan-7-yl)-1H-pyrazolo[3,4-d]pyrimidin-4-amine